(4-oxetan-3-yl-piperazin-1-yl)-methanone O1CC(C1)N1CCN(CC1)C=O